(3S)-4-amino-3-methyl-N-((1R)-spiro[2.5]octan-1-yl)-N-((5-(trifluoromethyl)-2-pyridinyl)methyl)-1,3-dihydrofuro[3,4-c]quinoline-8-carboxamide NC1=NC=2C=CC(=CC2C2=C1[C@@H](OC2)C)C(=O)N(CC2=NC=C(C=C2)C(F)(F)F)[C@@H]2CC21CCCCC1